monododecyl phosphate potassium [K+].P(=O)(OCCCCCCCCCCCC)([O-])[O-].[K+]